FC=1C=C(C=NC1)C1=CC2=C(N(C=N2)C2=CC3=C(C(NCO3)=O)C(=C2)OC)C=C1 7-[5-(5-fluoro-3-pyridinyl)benzimidazol-1-yl]-5-methoxy-2,3-dihydro-1,3-benzoxazin-4-one